(2,3-dichlorophenyl) borate B(OC1=C(C(=CC=C1)Cl)Cl)([O-])[O-]